1,2-dihydroquinoline-4-carboxamide N1CC=C(C2=CC=CC=C12)C(=O)N